ClC1=C(C=C(C=C1)N1C=NC(=C1)[N+](=O)[O-])OC 1-(4-Chloro-3-methoxyphenyl)-4-nitro-1H-imidazole